2-methyl-2-hydroxy-1-phenylpropione CC(CC1=CC=CC=C1)(C(=O)CC)O